C(CCCCCCCCCCCCCCCCCC)(=O)OCCOC(CCCCCCCCCCCCCCCCCC)=O ethylene glycol di-nonadecanoate